8-Methoxy-N-((5-methyl-1,3,4-thiadiazol-2-yl)methyl)-6-(5-methylpyrimidin-2-yl)quinazolin-4-amine COC=1C=C(C=C2C(=NC=NC12)NCC=1SC(=NN1)C)C1=NC=C(C=N1)C